C(#N)C1=CC(=C(COC2=CC=CC(=N2)C2=CC(=C(CC3=NC4=C(N3C[C@H]3N(CC3)C3COC3)C=C(C=C4)C(=O)[O-])C=C2)F)C=C1)F (S)-2-(4-(6-((4-cyano-2-fluorobenzyl) oxy) pyridin-2-yl)-2-fluorobenzyl)-1-((1-(oxetan-3-yl) azetidin-2-yl) methyl)-1H-benzo[d]imidazole-6-carboxylate